[Au].N1C(=O)NC(=O)C1.[Cl] chlorine hydantoin gold